CCCCCCCCCCCCCCCCCCOC(=O)CCCCCCCCCCCCCCC The molecule is a palmitate ester resulting from the formal condensation of the carboxy group of palmitic acid with the hydroxy group of stearyl alcohol. It has a role as a cosmetic and a coral metabolite. It is a hexadecanoate ester and a wax ester. It derives from an octadecan-1-ol.